ethyl 3-[3-[(1R)-1-[9-[(4,6-difluoro-1H-indol-5-yl)oxy]-5,6-dihydroimidazo[2,1-a]isoquinolin-3-yl]ethyl]-2-fluoro-phenyl]propanoate FC1=C2C=CNC2=CC(=C1OC1=CC=C2CCN3C(C2=C1)=NC=C3[C@H](C)C=3C(=C(C=CC3)CCC(=O)OCC)F)F